1-cyano-2-methyl-1-(4-tolyl)-1,2,3,4-tetrahydroisoquinoline C(#N)C1(N(CCC2=CC=CC=C12)C)C1=CC=C(C=C1)C